octadecyl n-triacontanoate C(CCCCCCCCCCCCCCCCCCCCCCCCCCCCC)(=O)OCCCCCCCCCCCCCCCCCC